3-(4-(prop-2-yn-1-yloxy)phenyl)acrylamide C(C#C)OC1=CC=C(C=C1)C=CC(=O)N